C(C)N(CC)[Ta](=NC(C)(C)C)(N(CC)CC)N(CC)CC tris(diethylamino)(tert-butylimino)tantalum(V)